FC1=C(C=C(C(=C1)C)C=1C=C(C=2N(C1)C=CN2)N2CCOCC2)NC(=O)N2CC(CC2)C(C(F)(F)F)C N-(2-fluoro-4-methyl-5-(8-morpholinoimidazo[1,2-a]pyridin-6-yl)phenyl)-3-(1,1,1-trifluoropropan-2-yl)pyrrolidine-1-carboxamide